O1CC(C1)NCC=1C=CC=2N(C1)N=CC2C(=O)N2CC1(C2)CC(C1)NC(=O)NC1=CC(=CC=C1)C(F)(F)F 1-(2-(6-((oxetan-3-ylamino)methyl)pyrazolo[1,5-a]pyridine-3-carbonyl)-2-azaspiro[3.3]heptan-6-yl)-3-(3-(trifluoromethyl)phenyl)urea